O-acetyl-glucopyranose C(C)(=O)OC1[C@H](O)[C@@H](O)[C@H](O)[C@H](O1)CO